gamma-(methacryloyloxy)propyl-methyl-dimethoxysilane C(C(=C)C)(=O)OCCC[Si](OC)(OC)C